17-tetrabenzo[a,c,g,i]fluorenylmethyl carbamate C(N)(OCC1C2=C3C(=C4C(=C2C2=C5C(=C6C(=C12)C=CC=C6)C=CC=C5)C=CC=C4)C=CC=C3)=O